8-bromo-6-methyl-3-(tetrahydro-2H-pyran-4-yl)quinazoline-2,4(1H,3H)-dione BrC=1C=C(C=C2C(N(C(NC12)=O)C1CCOCC1)=O)C